FC(C1=CC=C(C=C1)C1=NN=C(C2=CC=CC=C12)NCC1(C(CCC1)O)O)(F)F syn-1-(((4-(4-(trifluoromethyl)phenyl)phthalazin-1-yl)amino)methyl)cyclopentane-1,2-diol